dimethoxy-methylenebiphenyl COC=1C(C(C(=CC1)C1=CC=CC=C1)=C)OC